1-(4-Chlorophenyl)-4,4,4-trifluorobutan-1,3-dion ClC1=CC=C(C=C1)C(CC(C(F)(F)F)=O)=O